BrC1=NN(C(=N1)OC1=CC(=CC=C1)Cl)C(C)C 3-bromo-5-(3-chlorophenoxy)-1-(propan-2-yl)-1H-1,2,4-triazole